(R)-4-((1-(3-(difluoromethyl)-2-fluorophenyl)ethyl)amino)-6-(1-(1-fluorocyclopropane-1-carbonyl)-3-methylazetidin-3-yl)-2-methyl-2,6-dihydropyrido[3,4-d]pyridazine-1,7-dione FC(C=1C(=C(C=CC1)[C@@H](C)NC1=NN(C(C=2C1=CN(C(C2)=O)C2(CN(C2)C(=O)C2(CC2)F)C)=O)C)F)F